(R)-6-(2-(3'-(tert-butyl)-[1,1'-biphenyl]-3-yl)-2-hydroxyacetyl)-2-(1-(3-isopropylphenyl)cyclopropyl)-5,6,7,8-tetrahydropyrido[4,3-d]pyrimidin-4(3H)-one C(C)(C)(C)C=1C=C(C=CC1)C1=CC(=CC=C1)[C@H](C(=O)N1CC2=C(N=C(NC2=O)C2(CC2)C2=CC(=CC=C2)C(C)C)CC1)O